NC1=NC2=C(C=CC=C2C(=N1)C=1N=NN(C1)CC=1C(N(C=CC1)C(C)C)=O)C 3-{[4-(2-amino-8-methyl-4-quinazolinyl)-1H-1,2,3-triazol-1-yl]methyl}-1-isopropyl-1H-pyridin-2-one